O1C(C1)COC1=CC=C(C=C1)C(C1=CC=C(C=C1)OCC1OC1)C1=CC=C(C=C1)OCC1OC1 tris(4-(oxiran-2-ylmethoxy)phenyl)methane